COC1=CC=C(C=C1)[C@H]1[C@@H](CN(C1)C(=O)OC(C)(C)C)C(=O)OC |r| 1-tert-Butyl 3-methyl (±)-trans-4-(4-methoxyphenyl)pyrrolidine-1,3-dicarboxylate